R-(-)-carnitine O[C@@H](C[N+](C)(C)C)CC([O-])=O